3-bromo-1-(2-tetrahydropyran-2-yloxyethyl)pyrazole BrC1=NN(C=C1)CCOC1OCCCC1